FC1=C(CC(N)C)C=CC=C1 2-fluoroamphetamine